COC1=CC=C(C=C1)C(OC[C@@H]1[C@H]([C@H]([C@@H](O1)N1C(NC(C=C1)=O)=O)OCCCCCCCCON1C(C2=CC=CC=C2C1=O)=O)O)(C1=CC=CC=C1)C1=CC=C(C=C1)OC 2-((8-(((2R,3R,4R,5R)-5-((bis(4-methoxyphenyl)(phenyl)methoxy)methyl)-2-(2,4-dioxo-3,4-dihydropyrimidin-1(2H)-yl)-4-hydroxyltetrahydrofuran-3-yl)oxy)octyl)oxy)isoindoline-1,3-dione